4-Chloro-7-[(3S)-3-{4-[4-({4-[2-(2,6-dioxopiperidin-3-yl)-1-oxo-2,3-dihydro-1H-isoindol-5-yl]piperazin-1-yl}methyl)piperidin-1-yl]phenyl}piperidin-1-yl]-1H-indazole-3-carbonitrile ClC1=C2C(=NNC2=C(C=C1)N1C[C@@H](CCC1)C1=CC=C(C=C1)N1CCC(CC1)CN1CCN(CC1)C=1C=C2CN(C(C2=CC1)=O)C1C(NC(CC1)=O)=O)C#N